tert-butyl (2-((4-chloro-6-((4,4-difluorocyclohexyl)amino)-2-(4-methylthiazol-2-yl)pyrimidin-5-yl)oxy)ethyl)carbamate ClC1=NC(=NC(=C1OCCNC(OC(C)(C)C)=O)NC1CCC(CC1)(F)F)C=1SC=C(N1)C